C(CCCCCCCCCCCCCCCCCC)(=O)[O-].[K+] Potassium nonadecanate